CC1=C(OC(C(=O)O)C)C(=CC(=C1)CN1C(N(CC1)C1=CC=C(C=C1)C(F)(F)F)=O)C 2-(2,6-Dimethyl-4-((2-oxo-3-(4-(trifluoromethyl)phenyl)imidazolin-1-yl)methyl)phenoxy)propanoic acid